((1-(5,6-diphenylpyrazin-2-yl)piperidin-4-yl)methyl)propionamide tert-butyl-(3R,5'S)-5'-carbamoyl-2-oxo-6-(trifluoromethyl)spiro[indoline-3,3'-pyrrolidine]-1'-carboxylate C(C)(C)(C)OC(=O)N1C[C@]2(C[C@H]1C(N)=O)C(NC1=CC(=CC=C12)C(F)(F)F)=O.C1(=CC=CC=C1)C=1N=CC(=NC1C1=CC=CC=C1)N1CCC(CC1)CC(C(=O)N)C